C(#N)\C(=C/C1=C(N(C(=C1)C)C=1SC(=CC1C#N)C)C)\C1=NC2=C(N1)C=C(C=C2)C(F)(F)F (E)-2-(3-(2-cyano-2-(6-(trifluoromethyl)-1H-benzo[d]imidazol-2-yl)vinyl)-2,5-dimethyl-1H-pyrrol-1-yl)-5-methylthiophene-3-carbonitrile